OC[C@@H]1CC[C@H](CC1)C(=O)OC trans-methyl 4-(hydroxymethyl)cyclohexanecarboxylate